C(C1=CC=CC=C1)N1OC(=CC1=O)C 2-benzyl-5-methyl-1,2-oxazol-3-one